t-butyl (1-acetylpiperidin-4-yl)(6-chloropyrimidin-4-yl)carbamate C(C)(=O)N1CCC(CC1)N(C(OC(C)(C)C)=O)C1=NC=NC(=C1)Cl